ClC=1C=C(C=C(C1)Cl)[C@@H](C)N (R)-1-(3,5-dichlorophenyl)ethan-1-amine